1-{3-hydroxy-2-[({7-oxo-7-[(3,7,11,15-tetramethylhexadec-2-en-1-yl)oxy]heptanoyl} oxy)methyl]propyl} 7-(3,7,11,15-tetramethylhexadec-2-en-1-yl) heptanedioate C(CCCCCC(=O)OCC=C(CCCC(CCCC(CCCC(C)C)C)C)C)(=O)OCC(CO)COC(CCCCCC(OCC=C(CCCC(CCCC(CCCC(C)C)C)C)C)=O)=O